BrC1=C(CS(=O)(=O)C2=CC3=C(S\C(\C(N3)=O)=C/C3=C(C=C(C=C3)F)F)C=C2)C(=CC=C1)Br (Z)-6-((2,6-dibromobenzyl)sulfonyl)-2-(2,4-difluorobenzylidene)-2H-benzo[b][1,4]thiazin-3(4H)-one